C(CC)[Al](CCC)CCC tripropylaluminum